C[C@@H]1COCCN1C1=CC=C(C=C1)[C@@H](C)NC(OC(C)(C)C)=O tert-butyl (R)-1-(4-((R)-3-methylmorpholino)phenyl)ethylcarbamate